2-((1H-pyrrolo[2,3-b]pyridin-5-yl)oxy)-4-bromo-6-fluorobenzoic acid methyl ester COC(C1=C(C=C(C=C1F)Br)OC=1C=C2C(=NC1)NC=C2)=O